C(N)(OCC(CC(C)(C)C)OC1=NC(=C2N=CN(C2=N1)CC1=CC(=CC=C1)CP(=O)(OC)O)N)=O (tert-butyl 2-((6-amino-9-(3-((hydroxy (methoxy) phosphoryl) methyl) benzyl)-9H-purin-2-yl) oxy) propyl) carbamate